2-chloro-N-(3,5-dimethoxyphenyl)-acetamide ClCC(=O)NC1=CC(=CC(=C1)OC)OC